3-((4-cyclobutoxy-3-fluorophenyl)carbamoyl)benzofuran-6-carboxylic acid C1(CCC1)OC1=C(C=C(C=C1)NC(=O)C1=COC2=C1C=CC(=C2)C(=O)O)F